OC(C)C1=NC=2C=CNC(C2C(=C1)NC1=NC=C(C=C1)N1CCC(CC1)O)=O 2-(1-hydroxyethyl)-4-[[5-(4-hydroxy-1-piperidyl)-2-pyridyl]amino]-6H-1,6-naphthyridin-5-one